BrC1=CC=C(C=C1)C1=CC=C(C=C1)C1=CC(=CC(=C1)C1=CC=C(C=C1)C1=CC=C(C=C1)Br)C1=CC=C(C=C1)C1=CC=C(C=C1)Br 1,3,5-tri(4-bromo-1,1'-biphenyl-4'-yl)benzene